ClCC=1N=C(OC1)/C=C/C1=C(C=C(C#N)C=C1)F (E)-4-(2-(4-(chloromethyl)oxazol-2-yl)vinyl)-3-fluorobenzonitrile